2-cyano-5-(trifluoro-methyl)benzoic acid C(#N)C1=C(C(=O)O)C=C(C=C1)C(F)(F)F